[O-]S(=O)(=O)C(F)(F)F.C[N+](C1=CC=CC=C1)(C)C N,N,N-trimethylbenzenaminium triflate